C(CCCCCCC)OC1=CNC=C1OCCCCCCCC 3,4-dioctyloxypyrrole